NC1=NC2=CC=C(C=C2C=C1C)C(=O)N([C@H](C)C1=NC=CC=N1)CC1=NC=CC=C1Cl 2-amino-N-((3-chloro-2-pyridinyl)methyl)-3-methyl-N-((1R)-1-(2-pyrimidinyl)ethyl)-6-quinolinecarboxamide